methyl-3-[(cis)-3-hydroxy-3-methylcyclobutyl]imidazo[4,5-b]pyridin-6-ol CC1=NC=2C(=NC=C(C2)O)N1C1CC(C1)(C)O